(2-(4,4-dimethyl-4H-benzo[e][1,3]oxazin-2-yl)thiazol-4-yl)benzoic acid CC1(N=C(OC2=C1C=CC=C2)C=2SC=C(N2)C2=C(C(=O)O)C=CC=C2)C